C(C)(C)(C)OC(=O)N1CC(C1)OC1=CC2=C(N=C(N=C2N[C@H](C)C2=C(C(=CC=C2)C(F)F)F)C)NC1=O (R)-3-((4-((1-(3-(difluoromethyl)-2-fluorophenyl)ethyl)amino)-2-methyl-7-oxo-7,8-dihydropyrido[2,3-d]pyrimidin-6-yl)oxy)azetidine-1-carboxylic acid tert-butyl ester